2-(isopentylthio)pyrimidine-4,6-diol C(CC(C)C)SC1=NC(=CC(=N1)O)O